O=C(C(=O)NC=1C2=C(C=NC1)C=NN2)N2[C@H](CC[C@@H](C2)C)C=2C=CC1=C(N=C(S1)CC(C)(C)N(C)C)C2 2-oxo-N-(1H-pyrazolo[4,3-c]pyridin-7-yl)-2-[(2R,5S)-2-[2-[2-(dimethylamino)-2-methyl-propyl]-1,3-benzothiazol-5-yl]-5-methyl-1-piperidyl]acetamide